hydrogen peroxide diacetate C(C)(=O)O.C(C)(=O)O.OO